ClC1=CC=C2CCC(NC2=C1)C1=CC=CC=C1 7-chloro-2-phenyl-1,2,3,4-tetrahydroquinoline